Cl.CN1N=C(C=C1C)N1CCC=CC1 (1,5-dimethyl-1H-pyrazol-3-yl)-1,2,3,6-tetrahydropyridine hydrochloride